ClC1=NC=C(C(=N1)N1CCCCC1)[C@H]1[C@@H](C1)C1=CC(=C(C=C1)F)OC trans-2-chloro-5-(2-(4-fluoro-3-methoxyphenyl)cyclopropyl)-4-(piperidin-1-yl)pyrimidine